ClC1=C(C=CC=C1F)C=1C(=CC=C(C1)F)N 2'-chloro-3',5-difluoro-[1,1'-biphenyl]-2-amine